C(C1=CC=CC=C1)N1C(C=2C=C(C(=NC2C=C1)C)C(=O)NCC1=NC(=NO1)C)=O 6-benzyl-2-methyl-N-((3-methyl-1,2,4-oxadiazol-5-yl)methyl)-5-oxo-5,6-dihydro-1,6-naphthyridine-3-carboxamide